7-Hydroxy-triacontanoic acid OC(CCCCCC(=O)O)CCCCCCCCCCCCCCCCCCCCCCC